CN(C(=O)C=1NC=C(C1)C1=NC(=NC=C1C(F)(F)F)NC1CNCCC1)C=1SC=CN1 N-methyl-4-{2-[(piperidin-3-yl)amino]-5-(trifluoromethyl)pyrimidin-4-yl}-N-(1,3-thiazol-2-yl)-1H-pyrrole-2-carboxamide